((((((4-(oxiran-2-ylmethoxy)phenyl)methylene)bis(2,6-diiodo-4,1-phenylene))bis(oxy))bis(methylene))bis(oxetane-3,3-diyl))dimethanol O1C(C1)COC1=CC=C(C=C1)C(C1=CC(=C(C(=C1)I)OCC1(COC1)CO)I)C1=CC(=C(C(=C1)I)OCC1(COC1)CO)I